COC(C(C)NC)OC 1,1-dimethoxy-N-methylpropan-2-amine